6-(4-hydroxyphenoxy)-2,4-bis(n-octylthio)-1,3,5-triazine OC1=CC=C(OC2=NC(=NC(=N2)SCCCCCCCC)SCCCCCCCC)C=C1